FC1=CC=C2C(=C1)OC(C1=C2NC2=C(C=C(C=C12)F)F)(CO)CO [3,8,10-trifluoro-6-(hydroxymethyl)-11H-chromeno[4,3-b]indol-6-yl]methanol